C1(=CC=CC=C1)C=1N=C(NC1C1=CC=CC=C1)C1=C(C(=CC=C1)OCC)O 4,5-diphenyl-2-(3-ethoxy-2-hydroxyphenyl)imidazole